The molecule is a member of the class of chalcones that is trans-chalcone substituted by hydroxy groups at positions 2', 4' and 6' respectively. It has a role as a plant metabolite and an antifungal agent. It derives from a trans-chalcone. C1=CC=C(C=C1)/C=C/C(=O)C2=C(C=C(C=C2O)O)O